N-[5-(2,2-difluoroethyl)-4,6-dimethoxy-pyrimidin-2-yl]-7-(2-methylimidazol-1-yl)-1H-indole-3-sulfonamide FC(CC=1C(=NC(=NC1OC)NS(=O)(=O)C1=CNC2=C(C=CC=C12)N1C(=NC=C1)C)OC)F